tert-butyl (2,3,5-trifluorophenyl)carbamate FC1=C(C=C(C=C1F)F)NC(OC(C)(C)C)=O